C(C)S(=O)(=O)N1[C@H]2CC(C[C@@H]1CCC2)N(C2=NC(=CC(=N2)NC2=NN(C(=C2)C)C(=O)OC(C)(C)C)OC2COC2)C tert-butyl 3-((2-(((1R,3s,5S)-9-(ethylsulfonyl)-9-azabicyclo[3.3.1]nonan-3-yl)(methyl)amino)-6-(oxetan-3-yloxy)pyrimidin-4-yl)amino)-5-methyl-1H-pyrazole-1-carboxylate